NC1=NC=C(C2=C1C(=NN2C)C2=CC(=C(C=C2)NS(=O)(=O)C(F)F)O[C@@H](C)C2=CC=C(C=C2)F)C=2C=NN(C2)C2CCNCC2 N-(4-{4-amino-1-methyl-7-[1-(piperidin-4-yl)-1H-pyrazol-4-yl]-1H-pyrazolo[4,3-c]pyridin-3-yl}-2-[(1S)-1-(4-fluorophenyl)ethoxy]phenyl)-1,1-difluoromethanesulfonamide